O=C1NC(CCC1N1N=C(C2=C(C=CC=C12)C#CCN1CCNCC1)C)=O 4-(3-(1-(2,6-dioxopiperidine-3-yl)-3-methyl-1H-indazol-4-yl)prop-2-yn-1-yl)piperazine